CN1C(=C(C2=CC=CC(=C12)C=1C=NN(C1)CCC)C(=O)O)C 1,2-dimethyl-7-(1-propyl-1H-pyrazol-4-yl)-1H-indole-3-carboxylic acid